OC1=C2C(C=C(OC2=CC(=C1)O)C1=CC(=C(C=C1)OC)OC)=O 5,7-dihydroxy-3',4'-dimethoxyflavone